trimethoxy[2-(7-oxabicyclo[4.1.0]-3-heptyl)ethyl]silane CO[Si](CCC1CC2OC2CC1)(OC)OC